ClC=1C=C(C=CC1F)NC(N(CCCO)[C@H](C)C1=CN(C(C2=CC(=C(C=C12)F)F)=O)C)=O (R)-3-(3-chloro-4-fluorophenyl)-1-(1-(6,7-difluoro-2-methyl-1-oxo-1,2-dihydroisoquinolin-4-yl)ethyl)-1-(3-hydroxypropyl)urea